4-(3-(cyclopropylmethoxy)-4-(difluoromethoxy)phenyl)-1-(methylsulfonyl)pyrrolidine-2-carboxylic acid methyl ester COC(=O)C1N(CC(C1)C1=CC(=C(C=C1)OC(F)F)OCC1CC1)S(=O)(=O)C